cetyl ricinoleate (cetyl ricinoleate) C(CCCCCCCCCCCCCCC)C(C(=O)O)CCCCCC\C=C/C[C@H](O)CCCCCC.C(CCCCCCC\C=C/C[C@H](O)CCCCCC)(=O)OCCCCCCCCCCCCCCCC